2-(((2r,3s,4r,5r)-5-(6-((tert-butoxycarbonyl)amino)-2-chloro-9H-purin-9-yl)-3-ethynyl-3,4-dihydroxytetrahydrofuran-2-yl)methoxy)-2-(4-(2-oxopiperidin-1-yl)benzyl)malonic acid C(C)(C)(C)OC(=O)NC1=C2N=CN(C2=NC(=N1)Cl)[C@H]1[C@@H]([C@@]([C@H](O1)COC(C(=O)O)(C(=O)O)CC1=CC=C(C=C1)N1C(CCCC1)=O)(O)C#C)O